3-(5-bromo-3-methyl-2-oxo-benzimidazol-1-yl)-1-[(4-methoxyphenyl)methyl]piperidine-2,6-dione BrC1=CC2=C(N(C(N2C)=O)C2C(N(C(CC2)=O)CC2=CC=C(C=C2)OC)=O)C=C1